CC1C(C(CC=C1)C(=O)OC(CCC)C)C(=O)[O-] 1-ethyl-2-propyl trans-3-methylcyclohex-4-ene-1,2-dicarboxylate